CC1=NC=C2N1C(CCC2)C2=CC=C(N)C=C2 4-(3-methyl-5,6,7,8-tetrahydroimidazo[1,5-a]pyridin-5-yl)aniline